P(=O)(OCCOC)(OCCOC)Cl bis(2-methoxyethyl) monochlorophosphate